2-Acetylamino-5,6,7,8-tetrahydro-4H-cyclohepta[b]thiophene-3-carboxylic acid C(C)(=O)NC1=C(C2=C(S1)CCCCC2)C(=O)O